C1(CC1)CNC=1N=CC2=C(N(C(C=3C=C(C=CC23)CN2CCS(CC2)=O)=O)[C@@H]2CC[C@H](CC2)O)N1 trans-3-((cyclopropylmethyl)amino)-5-(4-hydroxycyclohexyl)-8-((1-oxidothiomorpholino)methyl)pyrimido[4,5-c]isoquinolin-6(5H)-one